5-(1-(3,5-difluorophenyl)ethoxy)-3-(5-(pyrrolidin-2-ylmethyl)-1,4,5,6-tetrahydropyrrolo[3,4-d]imidazol-2-yl)-1H-indazole FC=1C=C(C=C(C1)F)C(C)OC=1C=C2C(=NNC2=CC1)C1=NC2=C(N1)CN(C2)CC2NCCC2